(R)-3-(6-chloro-3-((1-(2-(4,4-dimethylpiperidin-1-yl)-3,6-dimethyl-4-oxo-4H-chromen-8-yl)ethyl)amino)pyridin-2-yl)-5-fluorobenzaldehyde ClC1=CC=C(C(=N1)C=1C=C(C=O)C=C(C1)F)N[C@H](C)C=1C=C(C=C2C(C(=C(OC12)N1CCC(CC1)(C)C)C)=O)C